CS(=O)(=O)C(C)(C)C1=C(SC2=C1N=C(N=C2)C2=C1C(=NC=C2)NC=C1)C(=O)N 7-(2-(methylsulfonyl)propan-2-yl)-2-(1H-pyrrolo[2,3-b]pyridin-4-yl)thieno[3,2-d]pyrimidine-6-carboxamide